tert-butyl N-[3-[1-(2,6-dioxo-3-piperidyl)-2-oxo-benzo[cd]indol-5-yl]prop-2-ynyl]carbamate O=C1NC(CCC1N1C(C2=C3C(C=CC=C13)=C(C=C2)C#CCNC(OC(C)(C)C)=O)=O)=O